C(C1=CC=CC=C1)OC(=O)N1CCC(=CC1)C1=C(C=C(C=C1)N1CCC(CC1)C(OCCCC)OCCCC)F.C(CCC)OC(C1CCN(CC1)C1=CC(=C(C=C1)C1CCNCC1)F)OCCCC 4-(Dibutoxymethyl)-1-[3-fluoro-4-(piperidin-4-yl)phenyl]piperidine Benzyl-4-{4-[4-(dibutoxymethyl)piperidin-1-yl]-2-fluorophenyl}-3,6-dihydropyridine-1(2H)-carboxylate